alanine bornyl ester C12(C(CC(CC1)C2(C)C)OC([C@@H](N)C)=O)C